C(CC)N1C(NC2=C(C1=O)NC=C2)=S 3-propyl-2-thioxo-1,2,3,5-tetrahydro-4H-pyrrolo[3,2-d]pyrimidin-4-one